5-amino-3-(2-(4-(2-fluoro-4-(morpholin-2-ylmethoxy)phenyl)piperazin-1-yl)ethyl)-8-(furan-2-yl)thiazolo[5,4-e][1,2,4]triazolo[1,5-c]pyrimidin-2(3H)-one NC1=NC2=C(C=3N1N=C(N3)C=3OC=CC3)SC(N2CCN2CCN(CC2)C2=C(C=C(C=C2)OCC2CNCCO2)F)=O